6-(3,5-dichloro-4-((3-methyl-1-((2-(trimethylsilyl)ethoxy)methyl)-1H-indazol-5-yl)oxy)phenyl)-1,2,4-triazine-3,5(2H,4H)-dione ClC=1C=C(C=C(C1OC=1C=C2C(=NN(C2=CC1)COCC[Si](C)(C)C)C)Cl)C=1C(NC(NN1)=O)=O